6-[2-(4-aminophenoxy)ethoxy]-2-naphthylamine NC1=CC=C(OCCOC=2C=C3C=CC(=CC3=CC2)N)C=C1